2-(5-(2-Fluorophenyl)furan-2-yl)-6-nitro-1H-benzo[d]imidazole FC1=C(C=CC=C1)C1=CC=C(O1)C1=NC2=C(N1)C=C(C=C2)[N+](=O)[O-]